N1N=CC(=C1)C1=NNC2=CC(=CC=C12)NC=1C=C(C=CC1)NC(=O)NC1=CC(=NN1C1=CC=C(C=C1)Cl)C(C)(C)C 1-(3-((3-(1H-pyrazol-4-yl)-1H-indazol-6-yl)amino)phenyl)-3-(3-(tert-butyl)-1-(4-chlorophenyl)-1H-pyrazol-5-yl)urea